2-(7-fluoronaphthalen-1-yl)-N,N-dimethylethan-1-amine FC1=CC=C2C=CC=C(C2=C1)CCN(C)C